(+/-)-isopropyl (1S,3S)-3-(4-(4-(((cyclopentyl(methyl)carbamoyl)oxy)methyl)-3-methylisothiazol-5-yl)phenoxy)cyclohexane-1-carboxylate C1(CCCC1)N(C(=O)OCC=1C(=NSC1C1=CC=C(O[C@@H]2C[C@H](CCC2)C(=O)OC(C)C)C=C1)C)C |r|